N-(3,4-methylenedioxybenzyl)acrylamide C1OC=2C=C(CNC(C=C)=O)C=CC2O1